FC1=C(C=C(C=C1)F)[C@@H]1N(OCC1)C1=CC(=NC=N1)NC=1C(=CC(=C(C1)NC(C=C)=O)N1CCC(CC1)N1CCN(CC1)C(C)C)OC N-(5-((6-((R)-3-(2,5-difluorophenyl)isoxazolidine-2-yl)pyrimidine-4-yl)amino)-2-(4-(4-isopropylpiperazine-1-yl)piperidine-1-yl)-4-methoxyphenyl)acrylamide